CS(=O)(=O)C1=CC=C2CN(C(C2=C1C(F)(F)F)=O)C1C(NC(CC1)=O)=O 3-(6-(methylsulfonyl)-1-oxo-7-(trifluoromethyl)isoindolin-2-yl)piperidine-2,6-dione